tert-butyl (1R,5R)-3-[5-amino-1-(1-methylpyrazol-3-yl)-3-(trifluoromethyl)pyrazol-4-yl]-8-azabicyclo[3.2.1]oct-2-ene-8-carboxylate NC1=C(C(=NN1C1=NN(C=C1)C)C(F)(F)F)C1=C[C@H]2CC[C@H](C1)N2C(=O)OC(C)(C)C